(3,4-epoxycyclohexenyl)ethyltrimethoxysilane C1(=CC2C(CC1)O2)CC[Si](OC)(OC)OC